indium water O.[In]